tert-butyl 3-{[(5R)-5-(3-chloro-2-fluorophenyl)-4-fluoro-5-methyl-8-oxo-7-(pyridin-2-yl)-5,6,7,8-tetrahydro-2,7-naphthyridin-3-yl]amino}azetidine-1-carboxylate ClC=1C(=C(C=CC1)[C@@]1(C=2C(=C(N=CC2C(N(C1)C1=NC=CC=C1)=O)NC1CN(C1)C(=O)OC(C)(C)C)F)C)F